ethylenediaminetetraacetic acid pentasodium salt [Na+].[Na+].[Na+].[Na+].[Na+].C(CN(CC(=O)[O-])CC(=O)[O-])N(CC(=O)[O-])CC(=O)[O-]